N1=CC=CC2=CC=C(C=C12)S(=O)(=O)N1CCC2(CCC(C2)N2CC3(COC3)C2)CC1 6-(8-(quinolin-7-ylsulfonyl)-8-azaspiro[4.5]dec-2-yl)-2-oxa-6-azaspiro[3.3]heptane